2,6-dimethyloctadecane-1-ol CC(CO)CCCC(CCCCCCCCCCCC)C